(bromomethyl)bicyclo[1.1.1]pentane-1-carboxylic acid methyl ester COC(=O)C12C(C(C1)C2)CBr